C(C)(=O)C1=NC(=CC(=C1)NC([O-])=O)C1(CC1)C (2-Acetyl-6-(1-methylcyclopropyl)pyridin-4-yl)carbamate